NC1C2=C(S(C1)(=O)=O)C=C(C=C2)C=2C1=C(N=C(N2)N2[C@H](C(C2)(F)F)C)CCC1 3-amino-6-(2-((S)-3,3-difluoro-2-methylazetidin-1-yl)-6,7-dihydro-5H-cyclopenta[d]pyrimidin-4-yl)-2,3-dihydrobenzo[b]thiophene 1,1-dioxide